(isoquinoline-3-carbonyl)piperazin C1=NC(=CC2=CC=CC=C12)C(=O)N1CCNCC1